2-(5-hydroxy-3-(3-morpholinophenyl)-1H-pyrazol-1-yl)thiazole-4-carboxylic acid OC1=CC(=NN1C=1SC=C(N1)C(=O)O)C1=CC(=CC=C1)N1CCOCC1